5-(3-((4-(4-(2-methoxyethoxy)phenyl)piperazin-1-yl)methyl)piperidin-1-yl)-2-(3-methylfuran-2-yl)-[1,2,4]triazolo[1,5-a][1,3,5]triazine-7-amine COCCOC1=CC=C(C=C1)N1CCN(CC1)CC1CN(CCC1)C1=NC=2N(C(=N1)N)N=C(N2)C=2OC=CC2C